4-bromo-2-(8-chloro-4-methyl-3,4-dihydroquinazolin-2-yl)thiazole BrC=1N=C(SC1)C1=NC2=C(C=CC=C2C(N1)C)Cl